2-chloro-N-(6-morpholinopyridin-3-yl)pyrimidin-4-amine ClC1=NC=CC(=N1)NC=1C=NC(=CC1)N1CCOCC1